ClC1=CC=C2C=CN(C2=C1Cl)S(=O)(=O)C1=CC=C(C=C1)C 6,7-dichloro-1-(p-tolylsulfonyl)indole